FC=1C=C2C(C(NC2=CC1F)=O)(C(F)(F)F)O 5,6-difluoro-3-hydroxy-3-(trifluoromethyl)indolin-2-one